3-[4-amino-5-(trifluoromethyl)pyrrolo[2,1-f][1,2,4]triazin-7-yl]-2,6-difluoro-N-[(3R,4S)-4-fluoro-1-[(2R)-3,3,3-trifluoro-2-hydroxy-2-methylpropanoyl]pyrrolidin-3-yl]benzamide NC1=NC=NN2C1=C(C=C2C=2C(=C(C(=O)N[C@@H]1CN(C[C@@H]1F)C([C@@](C(F)(F)F)(C)O)=O)C(=CC2)F)F)C(F)(F)F